ClC1=CC(=C(C=C1C1CC1)N(S(=O)(=O)C)C)[N+](=O)[O-] N-(4-chloro-5-cyclopropyl-2-nitrophenyl)-N-methylmethanesulfonamide